3-[6-(3,5-dimethyl-1H-pyrazol-4-yl)-1-methyl-indazol-3-yl]piperidine-2,6-dione hydrochloride Cl.CC1=NNC(=C1C1=CC=C2C(=NN(C2=C1)C)C1C(NC(CC1)=O)=O)C